F[P-](F)(F)(F)(F)F.C(=O)C1=CC=C(C=C1)[N+]#N 4-formylbenzenediazonium hexafluorophosphate